BrC=1C=NC2=CC(=NC(=C2C1)OC1CCC(CC1)C=1C=NN(C1)C)N1CCOCC1 4-(3-bromo-5-(((1r,4r)-4-(1-methyl-1H-pyrazol-4-yl)cyclohexyl)oxy)-1,6-naphthyridin-7-yl)morpholine